ClC1=CC(=C(C=N1)CC(C#C)(O)C)NC(C)C (6-chloro-4-(isopropylamino)-3-pyridinyl)-2-methyl-but-3-yn-2-ol